trans-N1-methyl-N3-(5-(2-methyl-1-(tetrahydro-2H-pyran-4-yl)-1H-imidazo[4,5-b]pyridin-6-yl)pyrrolo[2,1-f][1,2,4]triazin-2-yl)cyclobutane-1,3-diamine CN[C@@H]1C[C@H](C1)NC1=NN2C(C=N1)=C(C=C2)C=2C=C1C(=NC2)N=C(N1C1CCOCC1)C